6-amino-N-{3-fluoro-2-[3-methoxy-4-(methylamino)pyrrolidin-1-yl]-5,6,7,8-tetrahydroquinolin-6-yl}-2-methylthieno[2,3-d][1,3]thiazole-5-carboxamide NC1=C(SC=2N=C(SC21)C)C(=O)NC2CC=1C=C(C(=NC1CC2)N2CC(C(C2)NC)OC)F